pyrazolidin-5-one N1NCCC1=O